methyl-[1,4'-bi-piperidin]-4-one CC1N(CCC(C1)=O)C1CCNCC1